ClC1=C(C=CC=C1)C=1N=C(SC1)NC(=O)C1=CC=C(C=N1)N1CCC(CC1)NC(OCCCC)=O butyl (1-(6-((4-(2-chlorophenyl)thiazol-2-yl)carbamoyl)pyridin-3-yl)piperidin-4-yl)carbamate